Imino(2-chlorophenyl)(methyl)-lambda6-sulfanone N=S(=O)(C)C1=C(C=CC=C1)Cl